C(CCCCCCCC(=O)O)(=O)O.CC(CCO)CCO 3-methyl-1,5-pentanediol azelate